NC1=CC(=C(OC=2C=C3CCN(C(C3=CC2)=O)CC=2C=NC=CC2)C(=C1)Cl)Cl 6-(4-amino-2,6-dichlorophenoxy)-2-(pyridin-3-ylmethyl)-3,4-dihydroisoquinoline-1(2H)-one